N1(CCC1)C1=CC2=C(C=C(O2)C(=O)NS(=O)(=O)C2=C(C=CC=C2)OC(C)C)C(=C1)F 6-(Azetidin-1-yl)-4-fluoro-N-{2-[(propan-2-yl)oxy]benzene-1-sulfonyl}-1-benzofuran-2-carboxamide